sodium chloride borate B(O)(O)O.[Cl-].[Na+]